methyl 6-((methoxycarbonyl)amino)-3-(2H-1,2,3-triazol-2-yl)picolinate COC(=O)NC1=CC=C(C(=N1)C(=O)OC)N1N=CC=N1